ClC1=C(C(=NN1C)C=1C=NN(C1)C)C(=O)N1CC2(CCC1)CCN(CC2)CCC(C)(C)C (5-Chloro-1,1'-dimethyl-1H,1'H-[3,4'-bipyrazol]-4-yl)(9-(3,3-dimethylbutyl)-2,9-diazaspiro[5.5]undecan-2-yl)methanone